CC1=C2[C@H](C(=O)[C@@]3([C@H](C[C@@H]4[C@](C3[C@@H]([C@@](C2(C)C)(C[C@@H]1OC(=O)C[C@H](C5=CC=CC=C5)N)O)OC(=O)C6=CC=CC=C6)(CO4)OC(=O)C)O)C)OC(=O)C The molecule is a taxane diterpenoid that is 3'-N-debenzoyltaxol which is lacking the 2-hydroxy group. It has a role as a metabolite. It is an acetate ester, a primary amino compound, a taxane diterpenoid and a tetracyclic diterpenoid. It derives from a 3'-N-debenzoyltaxol. It is a conjugate base of a 3'-N-debenzoyl-2'-deoxytaxol(1+).